C(C)(C)(C)P(C1=C(C(=CC=C1OC)C)C1=C(C=C(C=C1C(C)C)C(C)C)C(C)C)C(C)(C)C di-tert-butyl(2',4',6'-triisopropyl-3-methoxy-6-methyl-[1,1'-biphenyl]-2-yl)phosphine